ClC=1C=NC=C(C1[C@@H](C)OC=1C=C2C(=NNC2=CC1C)C=1C=NC(=C(C#N)C1)O[C@H]1COCC1)Cl 5-(5-((R)-1-(3,5-dichloropyridin-4-yl)ethoxy)-6-methyl-1H-indazol-3-yl)-2-(((R)-tetrahydrofuran-3-yl)oxy)nicotinonitrile